FC1=CC=C(C(=O)N2C[C@@H](N(C[C@H]2C)C(=O)OC(C)(C)C)C)C=C1 (2S,5R)-tert-butyl 4-(4-fluorobenzoyl)-2,5-dimethylpiperazine-1-carboxylate